di(imidazol-1-yl)methane N1(C=NC=C1)CN1C=NC=C1